[NH+]1=C(C=CC=C1)C.[NH+]1=C(C=CC=C1)C picolinium (picolinium) salt